C(C)C1=C(C=CC(=C1)C=1CCC(CN1)C)O 2-ethyl-4-(3-methyl-2,3,4,5-tetrahydropyridin-6-yl)Phenol